tert-butyl 2,3-dihydro-1H-pyrrolo[3,2-b]pyridine-1-carboxylate N1(CCC2=NC=CC=C21)C(=O)OC(C)(C)C